3-bromo-5-(difluoromethoxy)-2-methylpyridine BrC=1C(=NC=C(C1)OC(F)F)C